6-((1S,4S,5R)-5-((5-cyclopropyl-3-(2,6-dichlorophenyl)isoxazol-4-yl)methoxy)-2-azabicyclo[2.2.1]heptan-2-yl)-N-(cyclopropylsulfonyl)nicotinamide C1(CC1)C1=C(C(=NO1)C1=C(C=CC=C1Cl)Cl)CO[C@H]1[C@@H]2CN([C@H](C1)C2)C2=NC=C(C(=O)NS(=O)(=O)C1CC1)C=C2